(S)-N-(1-((4-(3-chloropyridin-4-yl)phenyl)amino)-1-oxo-3,3-diphenylpropan-2-yl)-1-methyl-1H-pyrazole-5-carboxamide ClC=1C=NC=CC1C1=CC=C(C=C1)NC([C@H](C(C1=CC=CC=C1)C1=CC=CC=C1)NC(=O)C1=CC=NN1C)=O